2-(2,6-dioxopiperidin-3-yl)-N-(imino(6-methoxynaphthalen-2-yl)methyl)-1-oxoisoindoline-5-carboxamide O=C1NC(CCC1N1C(C2=CC=C(C=C2C1)C(=O)NC(C1=CC2=CC=C(C=C2C=C1)OC)=N)=O)=O